6-(4-chlorophenyl)-N-(1-hydroxypropan-2-yl)-3-oxo-2-(1,2-thiazol-4-yl)-2,3-dihydropyridazine-4-carboxamide ClC1=CC=C(C=C1)C=1C=C(C(N(N1)C=1C=NSC1)=O)C(=O)NC(CO)C